C(C)(C)(C)OC([C@@H](COC1=CC(=C(C=C1)Br)Cl)O)=O (R)-3-(4-bromo-3-chlorophenoxy)-2-hydroxypropionic acid tert-butyl ester